CC(C)C(CCCC)CC 2-methyl-3-ethylheptane